CC1CN=C(CC1)C1=CC2=C(NCCO2)C=C1 7-(3-methyl-2,3,4,5-tetrahydropyridin-6-yl)-3,4-dihydro-2H-1,4-benzoxazine